ClC1=C(CNC(CN2N=C(C=CC2=O)C2=CC=C(C=C2)OC(C)C)=O)C=CC=C1 N-(2-chlorobenzyl)-2-(3-(4-isopropoxy-phenyl)-6-oxopyridazin-1(6H)-yl)acetamide